C1(CCCC1)N1C(N(C=2C=NC(=CC21)NC2=CC(=NC=C2)C)C)=O 1-cyclopentyl-3-methyl-6-((2-methylpyridin-4-yl)amino)-1,3-dihydro-2H-imidazo[4,5-c]pyridin-2-one